1,4-bis(2-mercapto-4-nitrophenoxy)benzene SC1=C(OC2=CC=C(C=C2)OC2=C(C=C(C=C2)[N+](=O)[O-])S)C=CC(=C1)[N+](=O)[O-]